N'-((3-cyclopropyl-2-ethyl-6,7-dihydro-5H-cyclopenta[b]pyridin-4-yl)carbamoyl)-1-(difluoromethyl)-1H-pyrazole-3-sulfonimidamide C1(CC1)C=1C(=C2C(=NC1CC)CCC2)NC(=O)N=S(=O)(N)C2=NN(C=C2)C(F)F